C(C)(C)(C)OC(=O)C1=CC2=C(OC(O2)(C2=CC=CC=C2)C2=CC=CC=C2)C(=C1)O 7-hydroxy-2,2-diphenylbenzo[d][1,3]dioxole-5-carboxylic acid tert-butyl ester